BrC1=C2C=NN(C2=CC=C1C)S(=O)(=O)C1=CC=C(C)C=C1 4-bromo-5-methyl-1-tosyl-1H-indazole